6-chloro-3-(((R)-1-(2-((1R,5S,6r)-3-(5-chloropyrimidin-2-yl)-3-azabicyclo[3.1.0]hexan-6-yl)-3,6-dimethyl-4-oxo-3,4-dihydroquinazolin-8-yl)ethyl)amino)-N-(methylsulfonyl)picolinamide ClC1=CC=C(C(=N1)C(=O)NS(=O)(=O)C)N[C@H](C)C=1C=C(C=C2C(N(C(=NC12)C1[C@H]2CN(C[C@@H]12)C1=NC=C(C=N1)Cl)C)=O)C